C12CCC(C=C1)C2 endo-bicyclo[2.2.1]hept-5-ene